N-(4-(7-(((1r,3s,4r)-4-(dimethylamino)-3-fluorocyclohexyl)amino)-1-isopropyl-2-oxo-1,4-dihydropyrimido[4,5-d]pyrimidin-3(2H)-yl)-2-fluorophenyl)-1-(4-fluorophenyl)methanesulfonamide CN([C@H]1[C@H](C[C@@H](CC1)NC1=NC=C2C(=N1)N(C(N(C2)C2=CC(=C(C=C2)NS(=O)(=O)CC2=CC=C(C=C2)F)F)=O)C(C)C)F)C